racemic-1-methoxy-2-methyl-3-((4-(4-(trifluoromethyl)phenyl)phthalazin-1-yl)amino)propan-2-ol COC[C@@](CNC1=NN=C(C2=CC=CC=C12)C1=CC=C(C=C1)C(F)(F)F)(O)C |r|